6-(prop-1-en-2-yl)-1-(tetrahydrofuran-3-yl)-N-(1-(3,4,5-trimethoxyphenyl)-1H-imidazol-4-yl)-1H-pyrazolo[3,4-d]Pyrimidine-4-amine C=C(C)C1=NC(=C2C(=N1)N(N=C2)C2COCC2)NC=2N=CN(C2)C2=CC(=C(C(=C2)OC)OC)OC